FC=1C=C2C=NC(=NC2=CC1)N[C@H]1CN(CC1)C1=NC=NC2=CC(=CC=C12)NC(C=C)=O (R)-N-(4-(3-((6-fluoroquinazolin-2-yl)amino)pyrrolidin-1-yl)quinazolin-7-yl)acrylamide